O1[C@H](COCC1)COC1=C(C=C(C=C1)F)C1CCN(CC1)[C@@H]1COC2(CN(C2)C=2OC=CN2)C1 (S)-7-(4-(2-(((R)-1,4-dioxan-2-yl)methoxy)-5-fluorophenyl)piperidin-1-yl)-2-(oxazol-2-yl)-5-oxa-2-azaspiro[3.4]octane